(6-chloro-2-ethyl-pyrimidin-4-yl)-5-cyclobutyl-thiazol-2-amine ClC1=CC(=NC(=N1)CC)C=1N=C(SC1C1CCC1)N